(E)-3-(1H-imidazol-4-yl)acrylic acid N1C=NC(=C1)/C=C/C(=O)O